ClC1=NC(=CC(=C1)C=1C(=NN2C1N=C(C=C2)C(=O)NC(C)(C)C#N)C2=CC(=CC=C2)C#N)C 3-(2-chloro-6-methyl-4-pyridinyl)-N-(1-cyano-1-methyl-ethyl)-2-(3-cyanophenyl)pyrazolo[1,5-a]pyrimidine-5-carboxamide